tert-butyl 4-(2-bromothiophen-3-yl)-2-chloro-4,7-dihydrothieno[2,3-c]pyridine-6(5H)-carboxylate BrC=1SC=CC1C1C2=C(CN(C1)C(=O)OC(C)(C)C)SC(=C2)Cl